N=1SN=C2C1C=CC(=C2)S(=O)(=O)N2CCC1(CC(CO1)NC[C@@H](COC=1C=C(C=CC1)S(=O)(=O)NCCCN(C)C)O)CC2 3-((2S)-3-(8-(benzo[c][1,2,5]thiadiazol-5-ylsulfonyl)-1-oxa-8-azaspiro[4.5]dec-3-ylamino)-2-hydroxypropoxy)-N-(3-(dimethylamino)propyl)benzenesulfonamide